1-((2S,5R)-5-(4-chloro-6-(phenylamino)pyrimidin-2-yl)-2-methylpiperidin-1-yl)ethan-1-one ClC1=NC(=NC(=C1)NC1=CC=CC=C1)[C@@H]1CC[C@@H](N(C1)C(C)=O)C